C(C1=CC=CC=C1)OC=1C=C(C=CC1)C(CN)C(=O)OC(C)(C)C 2-(3-benzyloxyphenyl)-(tert-butoxycarbonyl)ethylamine